6-Bromo-3-phenylisoindolin-1-one BrC1=CC=C2C(NC(C2=C1)=O)C1=CC=CC=C1